bis(isotridecyl) phosphate P(=O)(OCCCCCCCCCCC(C)C)(OCCCCCCCCCCC(C)C)[O-]